FC1=C(C=CC(=C1)F)S(=O)(=O)NC=1C(=NC=C(C1)C=1C=C2C(=NC=NC2=CC1)N1CCN(CC1)C(C(C(C)C)=C)=O)OC 2,4-difluoro-N-(2-methoxy-5-(4-(4-(3-methyl-2-methylene-butanoyl)piperazin-1-yl)quinazolin-6-yl)pyridin-3-yl)benzene-sulfonamide